NC1=NC=NN2C1=C(C=C2C=2C(=CC(=C(C(=O)N[C@@H]1CN(C[C@@H]1F)C(=O)C1=NC=C(C=C1F)Br)C2)C)F)C(F)(F)F 5-[4-amino-5-(trifluoromethyl)pyrrolo[2,1-f][1,2,4]triazin-7-yl]-N-[(3R,4S)-1-(5-bromo-3-fluoropyridine-2-carbonyl)-4-fluoropyrrolidin-3-yl]-4-fluoro-2-methylbenzamide